2-[6-amino-5-[8-[2-[3-(3,3-difluoroazepan-1-yl)prop-1-ynyl]-4-pyridinyl]-3,8-diazabicyclo[3.2.1]oct-3-yl]pyridazin-3-yl]phenol NC1=C(C=C(N=N1)C1=C(C=CC=C1)O)N1CC2CCC(C1)N2C2=CC(=NC=C2)C#CCN2CC(CCCC2)(F)F